1-[rac-(4aR,7aS)-4-[6-[2-hydroxy-6-methyl-4-(trifluoromethyl)phenyl]pyridazin-3-yl]-2,3,4a,5,7,7a-hexahydropyrrolo[3,4-b][1,4]oxazin-6-yl]ethanone OC1=C(C(=CC(=C1)C(F)(F)F)C)C1=CC=C(N=N1)N1[C@H]2[C@@H](OCC1)CN(C2)C(C)=O |r|